COC1=C(CCN)C(=CC(=C1)SC(C)C)OC 2,6-dimethoxy-4-isopropylthiophenethylamine